t-heptylperoxy-2-ethylhexyl monocarbonate C(OC(C(CCCC)CC)OOC(C)(C)CCCC)([O-])=O